The molecule is a C-nitro compound that is the N-(p-nitrophenylphosphobutyryl) derivative of glycine; a cognate transition state analogue of the esterase-like catalytic antibody D2.3. It has a role as an epitope. It is a C-nitro compound, a phosphonic ester and a N-acylglycine. C1=CC(=CC=C1[N+](=O)[O-])OP(=O)(CCCC(=O)NCC(=O)O)O